1-(2-fluoroethyl)thiourea FCCNC(=S)N